N-(1-methyl-1-piperidin-1-ium-4-yl-ethyl)methanesulfonamide chloride [Cl-].CC(C)(C1CC[NH2+]CC1)NS(=O)(=O)C